NCCN1CCN(CC1)C1=C(C=C(C=N1)CC1=CN=C2C(=NC(=NN21)N[C@@H](C)CCC)N)C (S)-7-((6-(4-(2-aminoethyl)piperazin-1-yl)-5-methylpyridin-3-yl)methyl)-N2-(pent-2-yl)imidazo[2,1-f][1,2,4]triazine-2,4-diamine